6-[[1-(trifluoromethyl)pyrazol-4-yl]methyl]-2-azaspiro[3.3]heptane FC(N1N=CC(=C1)CC1CC2(CNC2)C1)(F)F